2-Bromo-5-((2-methyl-1H-imidazol-1-yl)methyl)benzonitrile BrC1=C(C#N)C=C(C=C1)CN1C(=NC=C1)C